(E)-(2'-(1,2-bis(4-methoxyphenyl)vinyl)-4-fluoro-[1,1'-biphenyl]-2-yl)diphenylphosphine COC1=CC=C(C=C1)/C(=C\C1=CC=C(C=C1)OC)/C1=C(C=CC=C1)C1=C(C=C(C=C1)F)P(C1=CC=CC=C1)C1=CC=CC=C1